1-(4-Amino-3-chloropyridin-2-yl)-N-(5-chloro-6-(2H-1,2,3-triazol-2-yl)pyridin-3-yl)-5-(trifluoromethyl)-1H-pyrazole-4-carboxamide NC1=C(C(=NC=C1)N1N=CC(=C1C(F)(F)F)C(=O)NC=1C=NC(=C(C1)Cl)N1N=CC=N1)Cl